COC1=CC(=C(C=C1OC)N(S(=O)(=O)C1=CC=CC=C1)S(=O)(=O)C1=CC=CC=C1)C N-(4,5-dimethoxy-2-methylphenyl)-N-(phenylsulfonyl)benzenesulfonamide